benzyl (2-((((9H-fluoren-9-yl)methoxy)carbonyl)amino)ethyl)(2-((tert-butoxycarbonyl)amino)ethyl)carbamate C1=CC=CC=2C3=CC=CC=C3C(C12)COC(=O)NCCN(C(OCC1=CC=CC=C1)=O)CCNC(=O)OC(C)(C)C